bicyclo(3.3.1)nonan-9-one C12CCCC(CCC1)C2=O